6-amino-N-(2-{9-amino-2-oxa-7-azaspiro[4.4]nonan-7-yl}-3-fluoro-5,6,7,8-tetrahydroquinolin-6-yl)-2-methylthieno[2,3-d][1,3]thiazole-5-carboxamide NC1=C(SC=2N=C(SC21)C)C(=O)NC2CC=1C=C(C(=NC1CC2)N2CC1(CCOC1)C(C2)N)F